O=C1NC(CCC1NC=1C=C(CN2CCC(CC2)C#CC2=CN=C(C3=CC(=C(C=C23)C(=O)N)OC)OC[C@H]2NC([C@H]([C@H]2CC)F)=O)C=CC1)=O 4-((1-(3-((2,6-dioxopiperidin-3-yl)amino)benzyl)piperidin-4-yl)ethynyl)-1-(((2S,3S,4S)-3-ethyl-4-fluoro-5-oxopyrrolidin-2-yl)methoxy)-7-methoxyisoquinoline-6-carboxamide